1-(azetidin-3-ylmethyl)-7-chloro-6-(3-hydroxynaphthalen-1-yl)-4-(2-isopropylphenyl)quinoxalin-2,3(1H,4H)-dione N1CC(C1)CN1C(C(N(C2=CC(=C(C=C12)Cl)C1=CC(=CC2=CC=CC=C12)O)C1=C(C=CC=C1)C(C)C)=O)=O